CC1(OB(OC1(C)C)C1=C2CCN(CC2=CC=C1)C(=O)OC(C)(C)C)C tert-butyl 5-(4,4,5,5-tetramethyl-1,3,2-dioxaborolan-2-yl)-3,4-dihydro-1H-isoquinoline-2-carboxylate